S1C(=NC2=C1C=CC=C2)NC(=O)C=2C=CC=C1CCN(CC21)C2=CC=C(C(=N2)C(=O)O)C2=C(C(=NC=C2)S(=O)(=O)C21CC3CC(CC(C2)C3)C1)C 6-[8-(1,3-benzothiazol-2-ylcarbamoyl)-3,4-dihydroisoquinolin-2(1H)-yl]-3'-methyl-2'-(tricyclo[3.3.1.13,7]dec-1-ylsulfonyl)-3,4'-bipyridine-2-carboxylic acid